C(C)(C)(C)C=1C=C(C=C(C1O)C(C)(C)C)C(C(=O)O)C.C(C)(C)(C)C=1C=C(C=C(C1O)C)CCC(=O)OCC(C)(C)C1OC(C2(CO1)COC(OC2)C(COC(CCC2=CC(=C(C(=C2)C)O)C(C)(C)C)=O)(C)C)C(O)C(CO)(CO)CO 3,9-bis{2-[3-(3-t-butyl-4-hydroxy-5-methylphenyl)propionyloxy]-1,1-dimethylethyl}-2,4,8,10-tetraoxaspiro[5.5]undecyl-pentaerythritol (3,5-di-t-butyl-4-hydroxyphenyl)propionate